CN(CCCNC(OC1=CC=C(C=C1)C1=C(C=C2C(=N1)N(N=C2NC(C2=CN=CC=C2)=O)CCCC2CC2)Br)=O)C 4-(5-bromo-1-(3-cyclopropylpropyl)-3-(nicotinamido)-1H-pyrazolo[3,4-b]pyridin-6-yl)phenyl (3-(dimethylamino)propyl)carbamate